C(C)(C)N(C(CO)=O)CCC1=C2C(=NC=3C=C4C(=CC13)OCO4)C4=CC1=C(C(N4C2)=O)COC([C@]1(O)CC)=O (S)-N-isopropyl-N-(2-(7-ethyl-7-hydroxy-8,11-dioxo-7,8,11,13-tetrahydro-10H-[1,3]dioxolo[4,5-g]pyrano[3',4':6,7]indolizino[1,2-b]quinolin-14-yl)ethyl)-2-hydroxyacetamide